CC(CCCCCCCCCCCCCCCCC)C1=CNC(O1)=O 5-(nonadecan-2-yl)oxazol-2(3H)-one